C(C)(=O)C=1C=C(C=CC1)NC(=O)NC1=CC=C2C(N(C=NC2=C1)CCOC)=O 1-(3-acetylphenyl)-3-(3-(2-methoxyethyl)-4-oxo-3,4-dihydroquinazolin-7-yl)urea